6-oxo-4-{[3-(trifluoromethyl)phenyl]amino}-1,2,3,6-tetrahydropyridine-1-carboxylate O=C1C=C(CCN1C(=O)[O-])NC1=CC(=CC=C1)C(F)(F)F